The molecule is an apo carotenoid diterpenoid compound arising from oxidative degradation of the beta,beta-carotene skeleton at the 8- and 8'-positions. It is an enal, a dialdehyde and an apo carotenoid diterpenoid. C/C(=C\\C=C\\C=C(\\C=C\\C=C(\\C=O)/C)/C)/C=C/C=C(/C=O)\\C